2-cyclopropyl-3-oxo-2,4-dihydro-1H-quinoxaline-5-carbonitrile C1(CC1)C1NC=2C=CC=C(C2NC1=O)C#N